(2S,4R)-methyl-4-hydroxypyrrolidine-2-carboxylic acid hydrochloride Cl.CN1[C@@H](C[C@H](C1)O)C(=O)O